6-fluoro-1-oxo-1,3-dihydroisobenzofuran-5-carbonitrile FC1=C(C=C2COC(C2=C1)=O)C#N